N-((6-ethoxy-1-methyl-1H-benzimidazol-7-yl)methyl)-4-(trifluoromethyl)benzamide C(C)OC=1C=CC2=C(N(C=N2)C)C1CNC(C1=CC=C(C=C1)C(F)(F)F)=O